N[C@H](C(=O)NC1(CC1)C#N)CC=1OC2=C(N1)C=CC(=C2)Br (2S)-2-amino-3-(6-bromo-1,3-benzoxazol-2-yl)-N-(1-cyanocyclopropyl)propanamide